(2,4-dimethoxyphenyl)-4,5-diphenylimidazole COC1=C(C=CC(=C1)OC)C=1NC(=C(N1)C1=CC=CC=C1)C1=CC=CC=C1